4-(4-(3,8-diazabicyclo[3.2.1]octan-3-yl)-8-fluoro-2-((2-(2-methoxyethylidene)-tetrahydro-1H-pyrrolizin-7a(5H)-yl)methoxy)pyrido[4,3-d]pyrimidin-7-yl)-5-ethynylnaphthalen-2-ol C12CN(CC(CC1)N2)C=2C1=C(N=C(N2)OCC23CCCN3CC(C2)=CCOC)C(=C(N=C1)C1=CC(=CC2=CC=CC(=C12)C#C)O)F